4-(2-methoxy-3-(1-methyl-1H-1,2,4-triazol-3-yl)phenylamino)-2-(6-methylpyridin-2-ylamino)pyrimidine-5-carboxylic acid COC1=C(C=CC=C1C1=NN(C=N1)C)NC1=NC(=NC=C1C(=O)O)NC1=NC(=CC=C1)C